N-propyl-1-[[5-[5-(trifluoromethyl)-1,2,4-oxadiazol-3-yl]-2-thienyl]methyl]pyrazole-3-carboxamide C(CC)NC(=O)C1=NN(C=C1)CC=1SC(=CC1)C1=NOC(=N1)C(F)(F)F